cyclopentyl[(4-nitrophenyl)oxy]methanoate C1(CCCC1)C1=C(C=CC(=C1)[N+](=O)[O-])OC(=O)[O-]